4-((2-(N-ethyl-N-(1-hydroxy-2-methylpropan-2-yl)amino)-5-phenylthieno[2,3-d]pyrimidin-4-yl)aminomethyl)benzenesulfonamide C(C)N(C(CO)(C)C)C=1N=C(C2=C(N1)SC=C2C2=CC=CC=C2)NCC2=CC=C(C=C2)S(=O)(=O)N